BrC=1C=C(C=CC1)C(CNC(=O)NC1CCCC1)OC(C)C 1-[2-(3-bromophenyl)-2-isopropoxy-ethyl]-3-cyclopentyl-urea